IC=1C=CC(=C2C=CC=NC12)N1C[C@@H](O[C@@H](C1)C)C(=O)NC1CCN(CC1)C (2R,6R)-4-(8-iodo-5-quinolinyl)-6-methyl-N-(1-methyl-4-piperidinyl)morpholine-2-carboxamide